N-(5-((5-chloropyridin-2-yl)methoxy)-1,3,4-thiadiazol-2-yl)-4-(5-fluoro-2-methoxyphenyl)-6-methylnicotinamide ClC=1C=CC(=NC1)COC1=NN=C(S1)NC(C1=CN=C(C=C1C1=C(C=CC(=C1)F)OC)C)=O